N-((1-aminocyclobutyl)methyl)-4-(4-(trifluoromethyl)phenyl)phthalazin-1-amine hydrochloride Cl.NC1(CCC1)CNC1=NN=C(C2=CC=CC=C12)C1=CC=C(C=C1)C(F)(F)F